CNS(=O)(=O)C1=CC(=C(C=C1)NC1=NC=C(C=C1)C(F)(F)F)C=1N=C2N(C1)CC(C2)C n-methyl-3-(6-methyl-6,7-dihydro-5H-pyrrolo[1,2-a]imidazol-2-yl)-4-((5-(trifluoromethyl)pyridin-2-yl)amino)benzenesulfonamide